CC(C)C1=CC=CC=C1 i-propylbenzene